tert-butyl ((1S,3R)-3-amino-1-methylcyclopentyl)carbamate N[C@H]1C[C@@](CC1)(C)NC(OC(C)(C)C)=O